CO[C@@H]1CN2CCC(C2(C1)C(=O)OCC)=C Ethyl (6S)-6-methoxy-1-methylenetetrahydro-1H-pyrrolizine-7a(5H)-carboxylate